3-(3,5-dimethoxyphenylethynyl)-4-(1-acryloylpiperidin-4-ylamino)-1H-pyrrolo[3,4-d]pyrimidine COC=1C=C(C=C(C1)OC)C#CN1CNC=2C(=C1NC1CCN(CC1)C(C=C)=O)C=NC2